C(C)OC=1C=C(C=CC1C=O)NC(=O)C=1C(=NN(C1)C1=CC=C(C=C1)F)C N-(3-ethoxy-4-formylphenyl)-1-(4-fluorophenyl)-3-methyl-1H-pyrazole-4-carboxamide